(2S)-2-amino-6-(pyridine-3-carbonylamino)hexanoic acid N[C@H](C(=O)O)CCCCNC(=O)C=1C=NC=CC1